C(C)OC(CCC=1C=C(C=C(C1F)F)C1=C(C=CC=C1C)C)=O 3-(4,5-difluoro-2',6'-dimethyl-[1,1'-biphenyl]-3-yl)propanoic acid ethyl ester